CC=1C=C(C=CC1)CN1N=C2N=C(N=C(C2=C1)N)C1=NSC=C1 2-[(3-Methylphenyl)methyl]-6-(1,2-thiazol-3-yl)-2H-pyrazolo[3,4-d]pyrimidin-4-amine